C(CCC)OC(=O)OC1=CC2=CC3=CC=C(C=C3C=C2C=C1)OC(=O)OCCCC 2,6-bis(n-butoxycarbonyloxy)anthracene